C(C)(C)(C)C1=C(N)C=CC=C1 2-tertiary butyl-aniline